5-(1-methylazetidin-2-yl)-3-(5-(pyridin-2-ylethynyl)pyridin-2-yl)-1,2,4-oxadiazole CN1C(CC1)C1=NC(=NO1)C1=NC=C(C=C1)C#CC1=NC=CC=C1